di(2',6'-dimethylphenyl)-1,3-propanediamine CC1=C(C(=CC=C1)C)C(CN)(CN)C1=C(C=CC=C1C)C